2-(2-((6-(1-aminoisoquinolin-5-yl)-3,3-bis(2-methoxyethyl)-2,3-dihydro-1H-inden-1-yl)oxy)phenyl)acetic acid NC1=NC=CC2=C(C=CC=C12)C1=CC=C2C(CC(C2=C1)OC1=C(C=CC=C1)CC(=O)O)(CCOC)CCOC